p-fluorobenzylthiodipyridyl-methyl chloride FC1=CC=C(CSC(C2=NC=CC=C2)(C2=NC=CC=C2)Cl)C=C1